9-(Thiazol-2-yl)pyrido[2,3-b]phenazin-5,12-dion S1C(=NC=C1)C1=CC=C2N=C3C(C4=C(C(C3=NC2=C1)=O)N=CC=C4)=O